[3-(aminomethyl)oxetan-3-yl]methanamine NCC1(COC1)CN